N1=C(C=NC2=CC=CC=C12)C=1C=NN(C1)C1CC(C1)CCO 2-(3-(4-(quinoxalin-2-yl)-1H-pyrazol-1-yl)cyclobutyl)ethan-1-ol